C6-bromo-8-cyclopropyl-2-methylimidazo[1,2-a]pyridine BrC=1C=C(C=2N(C1)C=C(N2)C)C2CC2